[N+](=O)([O-])C1=CC=C(C=C1)N(N)C=1C2=C(N=CN1)N(C=C2C#N)COCC[Si](C)(C)C 4-(1-(4-nitrophenyl)hydrazino)-7-((2-(trimethylsilyl)ethoxy)methyl)-7H-pyrrolo[2,3-d]pyrimidine-5-carbonitrile